4,6-diisopropyl-N2-methylpyridine-2,5-diamine C(C)(C)C1=CC(=NC(=C1N)C(C)C)NC